FC1=C(C=C(C=C1)C=1C2=C(N=NC1)N(C=N2)C(C)C)C=2C(=CC1=C(OCCN1C)C2)OC 7-(2-fluoro-5-(7-isopropyl-7H-imidazo[4,5-c]pyridazin-4-yl)phenyl)-6-methoxy-4-methyl-2H-benzo[b][1,4]oxazine